methyl 6-[[4-[4-[tert-butoxycarbonyl(ethyl)amino]-1-piperidyl]-2-methyl-indazole-7-carbonyl]amino]-2-methyl-imidazo[1,2-a]pyridine-8-carboxylate C(C)(C)(C)OC(=O)N(C1CCN(CC1)C=1C2=CN(N=C2C(=CC1)C(=O)NC=1C=C(C=2N(C1)C=C(N2)C)C(=O)OC)C)CC